2-cyclopropyl-acetamide C1(CC1)CC(=O)N